2-(4-chloro-3-methylphenyl)-1H-indene ClC1=C(C=C(C=C1)C=1CC2=CC=CC=C2C1)C